CC=1N=C(C2=C(N1)C=NC=C2)N[C@H](C)C2=CC(=CC=C2)C 2-methyl-4-{[(1R)-1-(3-methylphenyl)ethyl]amino}pyrido[3,4-d]pyrimidin